CC1(OCC2(CO1)OC=1C=C(C=CC1C=1N=C(SC12)N)C(F)(F)F)C 2',2'-dimethyl-7-(trifluoromethyl)spiro[chromeno[4,3-d]thiazole-4,5'-[1,3]dioxan]-2-amine